OC=1C=C(C=CC1O)C1(C2(N(CC1)C)C(NC1=CC=CC=C12)=O)C(C1=C(C=C(C=C1)O)F)=O (3,4-dihydroxyphenyl)-3'-(2-fluoro-4-hydroxybenzoyl)-1'-methylspiro[indoline-3,2'-pyrrolidin]-2-one